ClC1=CC=C(C=C1)C=1OC2=C(CN(CC2)C=2N=C(C3=C(N2)CC[S@]3=O)NC3=CC=C(C=C3)CC(=O)O)N1 (R)-2-(4-((2-(2-(4-chlorophenyl)-6,7-dihydro-oxazolo[4,5-c]pyridin-5(4H)-yl)-5-oxo-6,7-dihydro-thieno[3,2-d]pyrimidin-4-yl)amino)phenyl)acetic acid